OC=1C=CC(=C2C=CC(NC12)=O)C(CCC)O 8-hydroxy-5-(1-hydroxybutyl)quinolin-2(1H)-one